(4-((tert-butyldimethylsilyl)oxy)piperidin-2-yl)methanol methyl-4-methyl-3-[(methylsulfonyl)amino]benzoate CC1=C(C(=O)OCC2NCCC(C2)O[Si](C)(C)C(C)(C)C)C=CC(=C1NS(=O)(=O)C)C